triallyl-(2-ethoxyethoxy)silane C(C=C)[Si](OCCOCC)(CC=C)CC=C